(S,E)-6-(4-(tert-butylamino)but-2-enoyl)-4-(2-(1-ethyl-3-(trifluoromethyl)-1H-pyrazol-4-yl)-3-fluorophenyl)-4,5,6,7-tetrahydrothieno[2,3-c]pyridine-2-carbonitrile C(C)(C)(C)NC/C=C/C(=O)N1CC2=C([C@@H](C1)C1=C(C(=CC=C1)F)C=1C(=NN(C1)CC)C(F)(F)F)C=C(S2)C#N